3,7-dimethyl-1,5-dioxocane-2,6-dione CC1C(OCC(C(OC1)=O)C)=O